3-(3-(6-bromoisoquinolin-4-yl)-6-(2-chloro-4-fluoro-5-methoxyphenyl)-2,4-dioxo-3,4-dihydrothieno[3,2-d]pyrimidin-1(2H)-yl)propionitrile BrC=1C=C2C(=CN=CC2=CC1)N1C(N(C2=C(C1=O)SC(=C2)C2=C(C=C(C(=C2)OC)F)Cl)CCC#N)=O